C(C)N1C(C(N(CC1)C(=O)Cl)=O)=O 4-ethyl-2,3-dioxo-1-piperazineformyl chloride